1,3,8-triazaspiro[4.5]decane-2,4-dione N1C(NC(C12CCNCC2)=O)=O